FC1=C(C(=O)O)C(=C(C(=C1F)OC)F)F 2,3,5,6-tetrafluoro-4-methoxybenzoic acid